1,4-dioxo-8-azaspiro[4.6]undecane O=C1CCC(C12CCNCCC2)=O